NCC1(OC2=C(O1)C=CC(=C2C2=C(C(=O)N)C=CC=C2F)Cl)C2=CC=CC=C2 2-(2-(aminomethyl)-5-chloro-2-phenylbenzo[d][1,3]dioxol-4-yl)-3-fluorobenzamide